ClC1=NC(=C2N=CN(C2=N1)CC(=O)NC1=CC=C(C=C1)S(=O)(=O)C)Cl 2-(2,6-dichloro-9H-purin-9-yl)-N-(4-(methylsulfonyl)phenyl)acetamide